N-(1,2,2,6,6-pentamethylpiperidin-4-yl)-1,3,4-thiadiazol-2-amine CN1C(CC(CC1(C)C)NC=1SC=NN1)(C)C